6-phosphodeoxygluconate P(=O)(O)(O)OC[C@H]([C@H]([C@@H](CC(=O)[O-])O)O)O